(R)-1-(4-(4-(5-chloro-3-(((1-phenylethoxy)carbonyl)amino)thiophen-2-yl)piperidin-1-yl)phenyl)cyclopropane-1-carboxylic acid ClC1=CC(=C(S1)C1CCN(CC1)C1=CC=C(C=C1)C1(CC1)C(=O)O)NC(=O)O[C@H](C)C1=CC=CC=C1